C(C)(C)C=1C=C(C=C(C1)C(C)C)S(=O)(=O)O 3,5-bis(isopropyl)benzenesulfonic acid